N(=O)[O-].[Cu+2].N(=O)[O-] Copper(II) nitrite